CC1=NN(C=C1C)CNC=O N-(3(s),4-dimethylpyrazole-1-ylmethyl)-carboxamide